FC1=CC=CC(=N1)S(=O)(=O)NC1=NC(=C(C=C1)C(F)(F)F)C1=C(C(=CC=C1)F)C 6-fluoro-N-(6-(3-fluoro-2-methylphenyl)-5-(trifluoromethyl)pyridin-2-yl)pyridine-2-sulfonamide